2-(2-((5-(3-(aminomethyl)phenyl)-2-ethylbenzofuran-3-yl)methoxy)-4-methylphenyl)acetic acid NCC=1C=C(C=CC1)C=1C=CC2=C(C(=C(O2)CC)COC2=C(C=CC(=C2)C)CC(=O)O)C1